[Br-].C[N+](CCCCCCCCCCCCCCCC)(C)C N,N,N-trimethyl-1-hexadecanaminium bromide